1-(9-Butyl-1-methyl-beta-carbolin-6-yl)-3-(4-fluorophenyl)thiourea C(CCC)N1C2=CC=C(C=C2C=2C=CN=C(C12)C)NC(=S)NC1=CC=C(C=C1)F